COC=1C=C2CCN3[C@@H](C2=CC1OC)C[C@H]([C@@H](C3)CC(C)C)COC(CC3CCN(CC3)C(=O)OCC3=CC=CC=C3)=O Benzyl 4-(2-{[(2R,3S,11bR)-9,10-dimethoxy-3-(2-methylpropyl)-1H,2H,3H,4H,6H,7H,11bH-pyrido[2,1-a]isoquinolin-2-yl]methoxy}-2-oxoethyl)piperidine-1-carboxylate